ClC1=NC(=NC(=N1)C1=CC=CC2=C1C1=C(O2)C=C2C=CC=CC2=C1)C1=CC=CC=C1 2-chloro-4-(naphtho[2,3-b]benzofuran-1-yl)-6-phenyl-1,3,5-triazine